3-(3-(4,4,5,5-tetramethyl-1,3,2-dioxaborolan-2-yl)propyl)-7-azabicyclo[2.2.1]heptane-7-carboxylate CC1(OB(OC1(C)C)CCCC1CC2CCC1N2C(=O)[O-])C